N(=[N+]=[N-])[C@]1([C@H]([C@H]([C@@H](O1)N1C(=O)N=C(N)C=C1)O)O)CO 4'-Azidocytidine